2-(3-((S)-((1r,3S)-3-(difluoromethoxy)cyclobutyl)(4-methyl-4H-1,2,4-triazol-3-yl)methyl)phenyl)-6-(((1-methylcyclobutyl)amino)methyl)-4-(trifluoromethyl)isoindolin-1-one FC(OC1CC(C1)[C@@H](C=1C=C(C=CC1)N1C(C2=CC(=CC(=C2C1)C(F)(F)F)CNC1(CCC1)C)=O)C1=NN=CN1C)F